C(=O)C1=CC=C(C(C(=O)[O-])=C1)O 5-formylsalicylic acid anion